2-cyanoethyl-2-n-undecylimidazolium benzenetrimellitate C1(=CC=CC=C1)C=1C=C(C=C(C1C(=O)[O-])C(=O)[O-])C(=O)[O-].C(#N)CC[N+]1=C(NC=C1)CCCCCCCCCCC.C(#N)CC[N+]1=C(NC=C1)CCCCCCCCCCC.C(#N)CC[N+]1=C(NC=C1)CCCCCCCCCCC